CN[C@@H](C(C)C)C(=O)OC methyl-L-valine, methyl ester